(1E,3E)-4-(2-fluoro-6-(methylamino)pyridine-3-yl)buta-1,3-dienylbenzofuran-5-ol FC1=NC(=CC=C1/C=C/C=C/C=1OC2=C(C1)C=C(C=C2)O)NC